2,3-decalindiol C1C(C(CC2CCCCC12)O)O